C(C1=CC=CC=C1)OCCCO[C@H](CCN1N=CC(=C1)B1OC(C(O1)(C)C)(C)C)C 1-[(3S)-3-(3-benzyloxypropoxy)butyl]-4-(4,4,5,5-tetramethyl-1,3,2-dioxaborolan-2-yl)pyrazole